BrC=1C=C(C(=NC1)NC1=CC(CC(C1)(C)C)=O)C(=C)C1=CC=CC=C1 3-[[5-bromo-3-(1-phenylvinyl)-2-pyridyl]amino]-5,5-dimethyl-cyclohex-2-en-1-one